4-(3-Methoxyphenyl)-N-(3-(3,3,3-trifluoro-2-hydroxy-2-methylpropyl)-1,2,4-thiadiazol-5-yl)furan-2-carboxamide COC=1C=C(C=CC1)C=1C=C(OC1)C(=O)NC1=NC(=NS1)CC(C(F)(F)F)(C)O